1-(2-ethoxy-2-oxoethyl)-3-hydroxy-1-methylpiperidinium bromide [Br-].C(C)OC(C[N+]1(CC(CCC1)O)C)=O